t-butyl (4-amino-2-fluorophenyl)carbamate NC1=CC(=C(C=C1)NC(OC(C)(C)C)=O)F